1-methyl-4-(p-tolyl)pyrazole CN1N=CC(=C1)C1=CC=C(C=C1)C